OC[C@H]1CC(NC1)=O (4S)-4-(hydroxymethyl)pyrrolidin-2-one